4-(5-methyl-2-((1-methyl-1H-pyrazol-5-yl)amino)pyrimidin-4-yl)-N-((1-methylazetidin-3-yl)methyl)oxazole-2-carboxamide CC=1C(=NC(=NC1)NC1=CC=NN1C)C=1N=C(OC1)C(=O)NCC1CN(C1)C